(+)-2-(2-ethoxy-3-pyridinyl)-7-methyl-N-(1H-pyrazol-3-ylmethyl)-5-[1-methylpropyl]imidazo[1,5-b]pyridazin-4-amine C(C)OC1=NC=CC=C1C=1C=C(C=2N(N1)C(=NC2C(CC)C)C)NCC2=NNC=C2